ETHYL CIS-4,7-OCTADIENOATE C(CC\C=C/CC=C)(=O)OCC